C(CCCCCCCCCCC)OC(CCCCCCCCCCC)=O lauric acid lauryl ester